C(C)NC=1C2=C(N=C(N1)NC1=CC=C(C3=C1OCCO3)C(=O)N3CCC(CC3)N3CCOCC3)NC=C2C(F)(F)F (8-((4-(ethylamino)-5-(trifluoromethyl)-7H-pyrrolo[2,3-d]pyrimidin-2-yl)amino)-2,3-dihydro-benzo[b][1,4]dioxin-5-yl)(4-morpholino-piperidin-1-yl)methanone